tert-butyl (S)-(1-((4-(3-methylpyridin-4-yl)phenyl)amino)-1-oxo-3,3-diphenylpropan-2-yl)carbamate CC=1C=NC=CC1C1=CC=C(C=C1)NC([C@H](C(C1=CC=CC=C1)C1=CC=CC=C1)NC(OC(C)(C)C)=O)=O